C(CCCCCCC)[Si]C(OCC)(OCC)OCC octyl-triethoxymethyl-silicon